NC1N(C(=CC=2N1N=C(C2Cl)C)S(=O)(=O)C)C#N 7-amino-3-chloro-2-methyl-5-(methyl-sulfonyl)pyrazolo[1,5-c]pyrimidine-6-carbonitrile